N1(N=NC=C1)C1=NC=CC(=N1)OC1=CC=C(C=C1)C(C)(C)C1=CC=C(OC2CC(C2)NC=2C=C3CN(CC3=CC2)C2C(NC(CC2)=O)=O)C=C1 5-(((1r,3r)-3-(4-(2-(4-((2-(1H-1,2,3-triazol-1-yl)pyrimidin-4-yl)oxy)phenyl)propan-2-yl)phenoxy)cyclobutyl)amino)-2-(2,6-dioxopiperidin-3-yl)isoindoline